N[C@H](C(=O)OC)CC1=CC(=C(C=C1)N1C(N(C2=C(C1=O)C=CN=C2)C)=O)OC methyl (S)-2-amino-3-(3-methoxy-4-(1-methyl-2,4-dioxo-1,4-dihydropyrido[3,4-d]pyrimidin-3(2H)-yl)phenyl)propanoate